fluorodecylmethyldimethoxysilane FCCCCCCCCCC[Si](OC)(OC)C